ClC(F)(Cl)SN(C1=CC=C(C=C1)C)SC N-[dichloro(fluoro)methyl]sulfanyl-N-(methylsulfanyl)-4-methylaniline